BrC1=C(C=CC=C1)C(C)O 1-(2-bromophenyl)ethane-1-ol